C1(CCCCC1)CCCCNC(=O)C=1N=C(OC1)C1C(C2CCC1O2)CC2=C(C=CC=C2)C(C(=O)O)C 2-[[3-[4-[[(4-cyclohexylbutyl)amino]carbonyl]-2-oxazolyl]-7-oxabicyclo[2.2.1]hept-2-yl]methyl]phenylpropanoic acid